tert-Butyl (1-(8-chloropyrido[2,3-e][1,2,4]triazolo[4,3-a]pyrazin-4-yl)azetidin-3-yl)(methyl)carbamate ClC1=CC2=C(N=C(C=3N2C=NN3)N3CC(C3)N(C(OC(C)(C)C)=O)C)N=C1